C(CCCCCCC)C1(C2=CC(=CC=C2C=2C=CC(=CC12)B1OC(C)(C)C(C)(C)O1)B1OC(C)(C)C(C)(C)O1)CCCCCCCC 9,9-dioctyl-fluorene-2,7-bis(boronic acid pinacol ester)